ClC1=CC(=C(O[C@H](C(=O)NOC2CCC2)C)C=C1)F (2S)-2-(4-chloro-2-fluorophenoxy)-N-cyclobutoxypropanamide